1-(((3S)-1-((3-hydroxy-3-phenyl-1-azetidinyl)sulfonyl)-3-piperidinyl)carbonyl)-N-(4-(trifluoromethyl)benzyl)-D-prolinamide OC1(CN(C1)S(=O)(=O)N1C[C@H](CCC1)C(=O)N1[C@H](CCC1)C(=O)NCC1=CC=C(C=C1)C(F)(F)F)C1=CC=CC=C1